FC=1C=C(C=C(C1)F)C1CC=NN1C(=O)C12CC(C1)(C2)COC2=C(C=CC=C2)C (5-(3,5-difluorophenyl)-4,5-dihydro-1H-pyrazol-1-yl)(3-((o-tolyloxy)methyl)bicyclo-[1.1.1]pentan-1-yl)methanone